C(=O)(O)C=1C=C(C=C(C1)C(=O)O)C(O)C1=CC(=CC(=C1)C(=O)O)C(=O)O bis(3,5-dicarboxyphenyl)hydroxymethane